(isoxazol-3-ylamino)-9-(trifluoromethyl)-7H-pyrimido[5',4':3,4]cyclopenta[1,2-c]quinolin-7-one O1N=C(C=C1)NC1=C2C3=C(C=NC2=CC=C1)C(C1=C3C=NC(=N1)C(F)(F)F)=O